(E)-N-(4-(8-(6-bromo-4-chloro-1,2-dimethyl-1H-benzo[d]imidazol-5-yl)indolizine-3-carbonyl)-2,6-difluorophenyl)-4-(((1r,4r)-4-methoxycyclohexyl)amino)but-2-enamide BrC=1C(=C(C2=C(N(C(=N2)C)C)C1)Cl)C1=CC=CN2C(=CC=C12)C(=O)C1=CC(=C(C(=C1)F)NC(\C=C\CNC1CCC(CC1)OC)=O)F